OC1=CC=C(C=C1)C(=O)C1=C(C(=CC(=C1)C)C)O (4-hydroxyphenyl)(3,5-dimethyl-2-hydroxyphenyl)methanone